2-[6-(2-cyano-3,6-difluoro-phenoxy)-4-oxo-quinazolin-3-yl]-7-azaspiro[3.5]nonane-7-carboxylate C(#N)C1=C(OC=2C=C3C(N(C=NC3=CC2)C2CC3(C2)CCN(CC3)C(=O)[O-])=O)C(=CC=C1F)F